C1(CCCCCC1)N1CCN(CC1)S(=O)(=O)C1=CC=C(C=C1)NC(C)=O N-[4-(4-cycloheptylpiperazin-1-yl)sulfonylphenyl]acetamide